C(C)C(CC#N)CCCC 3-Ethylheptanenitrile